C(C)(C)OC=1C=C2C(=NN(C2=CC1)C1OCCCC1)C1=NC=C(C=N1)C 2-(5-Isopropoxy-1-(tetrahydro-2H-pyran-2-yl)-1H-indazol-3-yl)-5-methylpyrimidin